tert-Butyl (3R)-3-[(1S)-1-[(3-allylphenyl)methyl]-2-tert-butoxy-2-oxo-ethyl]pyrrolidine-1-carboxylate C(C=C)C=1C=C(C=CC1)C[C@H](C(=O)OC(C)(C)C)[C@@H]1CN(CC1)C(=O)OC(C)(C)C